ClC1=CC=C(C=C1)C1(C2=C(N=C(O1)C1=CC=CC=C1)C=CC=C2)COC 4-(4-chlorophenyl)-4-(methoxymethyl)-2-phenyl-4H-benzo[d][1,3]oxazine